6-(1-(chroman-6-ylsulfonyl)piperidin-4-yl)-7-methylimidazo[1,2-b]pyridazine O1CCCC2=CC(=CC=C12)S(=O)(=O)N1CCC(CC1)C=1C(=CC=2N(N1)C=CN2)C